4-bromo-6-ethoxy-1H-pyrrolo[2,3-b]Pyridine BrC1=C2C(=NC(=C1)OCC)NC=C2